ClC1=C(C(=NC(=N1)C)N1CC=2C=C(C=NC2CC1)NC1=C(C=CC=C1F)F)C 6-(6-chloro-2,5-dimethyl-pyrimidin-4-yl)-N-(2,6-difluorophenyl)-7,8-dihydro-5H-1,6-naphthyridin-3-amine